C(C)(=O)OC1=CC(=C(C(=C1C(=O)N1CC2=CC=CC(=C2C1)NC)C)C)OC(C)=O 4,5-Dimethyl-6-(4-(methylamino)isoindoline-2-carbonyl)-1,3-phenylene diacetate